C12=CC=CC2CCC1 bicyclo[3.3.0]octadiene